4-[[(2R,3R,4S,5R)-3-(3,4-Difluoro-2-vinyl-phenyl)-4,5-dimethyl-5-(trifluoromethyl)tetrahydrofuran-2-carbonyl]amino]pyridin-2-carboxamid FC=1C(=C(C=CC1F)[C@@H]1[C@@H](O[C@]([C@H]1C)(C(F)(F)F)C)C(=O)NC1=CC(=NC=C1)C(=O)N)C=C